2-(2-phenoxyacetyl)-8-(5-(trifluoromethyl)thiophen-2-yl)-1,3,4,12a-tetrahydrobenzo[e]pyrazino[1,2-a][1,4]diazepine-6,12(2H,11H)-dione O(C1=CC=CC=C1)CC(=O)N1CC2N(C(C3=C(NC2=O)C=CC(=C3)C=3SC(=CC3)C(F)(F)F)=O)CC1